tert-Butyl (2R,5S)-4-(1-(2-(tert-butyl)phenyl)-6,7-dichloro-2,2-dioxido-1H-pyrido[2,3-c][1,2,6]thiadiazin-4-yl)-2,5-dimethylpiperazine-1-carboxylate C(C)(C)(C)C1=C(C=CC=C1)N1S(N=C(C2=C1N=C(C(=C2)Cl)Cl)N2C[C@H](N(C[C@@H]2C)C(=O)OC(C)(C)C)C)(=O)=O